2-((3-Fluoropropyl)(methyl)amino)ethan-1-ol FCCCN(CCO)C